BrC=1C2(C3=CC=C(C=C3C1)F)CCC(CC2)=O 2'-bromo-5'-fluoro-spiro[cyclohexane-1,1'-indene]-4-one